S1N=C(C=C1)C(=O)N Isothiazolecarboxamide